C1(=CC=CC=C1)C#CC1=CC=C(C=N1)OC1=C(N=NN1)C(=O)O 5-((6-(phenylethynyl)pyridin-3-yl)oxy)-1H-1,2,3-triazole-4-carboxylic acid